C1=CC=CC=2C3=CC=CC=C3C(C12)COC(=O)N[C@@H](CCCCNC(CCCC[C@@H]1SC[C@H]2NC(N[C@H]21)=O)=O)C(=O)OCC=C Allyl N2-(((9H-fluoren-9-yl)methoxy)carbonyl)-N6-(5-((3aR,4S,6aS)-2-oxohexahydro-1H-thieno[3,4-d]imidazol-4-yl)pentanoyl)-L-lysinate